FC1=C(C(=O)OC)C=CC=C1N(C(C1=C(C=C(C=C1)C#N)C)=O)CC1CC1 methyl 2-fluoro-3-[N-(cyclopropylmethyl)-2-methyl-4-cyanobenzamido]benzoate